4-[4-(N-phenylanilino)phenyl]benzofuran-6-carbaldehyde C1(=CC=CC=C1)N(C1=CC=CC=C1)C1=CC=C(C=C1)C1=CC(=CC2=C1C=CO2)C=O